(2s,3s,4r,5r)-5-(2-(5-chloropyridin-3-yl)-6-(3-(trifluoromethoxy)benzylamino)-9H-purin-9-yl)-3,4-dihydroxy-N-(methyl-d3)-tetrahydrofuran-2-carboxamide ClC=1C=C(C=NC1)C1=NC(=C2N=CN(C2=N1)[C@H]1[C@@H]([C@@H]([C@H](O1)C(=O)NC([2H])([2H])[2H])O)O)NCC1=CC(=CC=C1)OC(F)(F)F